FC(C(=O)O)(F)F.C(C1=CC=CC=C1)C=1C=NN2C1N(C(C1=C2CNCC1)=O)C1=CC=C(C=C1)C1=C(N=NN1CC1=CC=C(C=C1)OC)C 3-benzyl-4-(4-(1-(4-methoxybenzyl)-4-methyl-1H-1,2,3-triazol-5-yl)phenyl)-6,7,8,9-tetrahydropyrazolo[1,5-a]pyrido[4,3-e]pyrimidin-5(4H)-one trifluoroacetic acid salt